COC1=CC=C(C=C1)CC1C2C3=CC=4OCOC4C=C3C1CCC2 15-[(4-Methoxyphenyl)methyl]-5,7-dioxa-5-azatetracyclo[9.3.1.02,10.04,8]pentadeca-2,4(8),9-triene